2-fluoro-5-(2-fluorophenoxy)benzamide FC1=C(C(=O)N)C=C(C=C1)OC1=C(C=CC=C1)F